CC1(CCOCC1)C(=O)N[C@H](C(=O)O)CCCCCCCC1=NC=2NCCCC2C=C1 (S)-2-(4-methyltetrahydro-2H-pyran-4-carboxamido)-9-(5,6,7,8-tetrahydro-1,8-naphthyridin-2-yl)nonanoic acid